(3S)-3-tetrahydropyran-2-yloxybutan-1-ol O1C(CCCC1)O[C@H](CCO)C